FC1(CN(CCC1O)C(=O)OC(C)(C)C)F tert-butyl 3,3-difluoro-4-hydroxy-piperidine-1-carboxylate